chloro-5'-[2-(1H-tetrazol-5-yl)phenoxy]-1'H-spiro[cyclopentane-1,4'-quinazoline]-2'(3'H)-one ClN1C(NC2(C3=C(C=CC=C13)OC1=C(C=CC=C1)C1=NN=NN1)CCCC2)=O